C(C)(C)C=1C(=NNC1C=1C=C(C=2N(C1)N=CN2)C)C(=O)NC2CNCCC2 4-isopropyl-5-(8-methyl-[1,2,4]triazolo[1,5-a]pyridin-6-yl)-N-(piperidin-3-yl)-1H-pyrazole-3-carboxamide